COC=1N=C2C[C@H](CN(C2=CC1)C1=CC=C(C=C1)C(F)(F)F)CNC(C)=O (S)-N-((6-methoxy-1-(4-(trifluoromethyl)phenyl)-1,2,3,4-tetrahydro-1,5-naphthyridin-3-yl)methyl)acetamide